OCC=1C=C2N=CC=3N(C2=CC1)C=CC3 7-(hydroxymethyl)pyrrolo[1,2-a]quinoxaline